(S)-2-[[4-[(3-fluorophenyl)methoxy]phenyl]methylamino]propanamide FC=1C=C(C=CC1)COC1=CC=C(C=C1)CN[C@H](C(=O)N)C